OCCCCCCCCCC=CC=CC=CC=CC=CC(=O)OC(CO)CO 2-(hydroxyeicosapentaenoyl)-sn-glycerol